3-methyl-5-(4H-1,2,4-triazol-4-yl)benzoic acid CC=1C=C(C(=O)O)C=C(C1)N1C=NN=C1